ethylene glycol dimaleate C(\C=C/C(=O)O)(=O)O.C(\C=C/C(=O)O)(=O)O.C(CO)O